(S)-2-[2-[(R)-2-methylmorpholine-4-carbonyl]-6-(3-methyl-1H-pyrrolo[2,3-b]pyridine-5-yl)-1,2,3,4-tetrahydroisoquinolin-8-yl]pyrrolidine-1-carboxylic acid tert-butyl ester C(C)(C)(C)OC(=O)N1[C@@H](CCC1)C=1C=C(C=C2CCN(CC12)C(=O)N1C[C@H](OCC1)C)C=1C=C2C(=NC1)NC=C2C